Triisopropyl((6-(methoxymethoxy)-8-(4,4,5,5-tetramethyl-1,3,2-dioxaborolan-2-yl)naphthalene-1-yl)ethynyl)silane C(C)(C)[Si](C#CC1=CC=CC2=CC(=CC(=C12)B1OC(C(O1)(C)C)(C)C)OCOC)(C(C)C)C(C)C